α,α-dimethylolbutanoic acid C(O)C(C(=O)O)(CC)CO